C(CCC)OC methyl normal butyl ether